(R)-N-Methyl-3-(1-(7-(5-methyl-1H-pyrazol-4-yl)-4-oxoquinazolin-3(4H)-yl)ethyl)benzamide CNC(C1=CC(=CC=C1)[C@@H](C)N1C=NC2=CC(=CC=C2C1=O)C=1C=NNC1C)=O